bromo-2-(10-bromodecyl)-4,5,6-trimethoxy-3-methyl-benzene BrC1=C(C(=C(C(=C1OC)OC)OC)C)CCCCCCCCCCBr